1,1-Diamino-3,6,9-trioxaundecane NC(COCCOCCOCC)N